chloro-1H-pyrazolo[3,4-d]pyrimidine ClN1N=CC=2C1=NC=NC2